C(C)N1CSC=N1 3-ethyl-1,3,4-thiadiazole